O=C1C=COC2=C(C=CC=C12)C1=CC=CC=C1 4-oxo-8-phenyl-4H-chromen